tert-butyl 3-(5-amino-6-methoxypyridin-2-yl)-5,6-dihydro-2H-pyridine-1-carboxylate NC=1C=CC(=NC1OC)C=1CN(CCC1)C(=O)OC(C)(C)C